BrC1=CC=CC(=N1)C(=O)NNC(CC[C@H](C)NC(OC(C)(C)C)=O)=O tert-butyl {(2S)-5-[2-(6-bromopyridine-2-carbonyl)hydrazinyl]-5-oxopentan-2-yl}carbamate